3,4-dihydroxy-5-(hydroxymethyl)tetrahydrofuran-2-nitrile OC1C(OC(C1O)CO)C#N